(R)-5-(7,8-Dimethyl-[1,2,4]triazolo[1,5-a]pyridin-6-yl)-6-isopropyl-1-(piperidin-3-yl)-1,3-dihydro-2H-benzo[d]imidazol-2-on CC1=C(C=2N(C=C1C1=CC3=C(N(C(N3)=O)[C@H]3CNCCC3)C=C1C(C)C)N=CN2)C